FC(CCN1N=C(C(=C1C=1OC=C(N1)N1N=C(C=2C1=CN=C(C2)C)C(=O)N)O)C)F 1-(2-(1-(3,3-difluoropropyl)-4-hydroxy-3-methyl-1H-pyrazol-5-yl)oxazol-4-yl)-5-methyl-1H-pyrazolo[3,4-c]pyridine-3-carboxamid